C(C)(C)C=1C=NN2C1N=C(C=C2)OC2CNCCC2 3-isopropyl-5-(piperidin-3-yloxy)pyrazolo[1,5-a]pyrimidine